(3,5-difluoro-4-(3-(1-methyl-1H-pyrazol-4-yl)-1H-pyrazolo[3,4-c]pyridin-5-yl)benzylamino)ethanol FC=1C=C(CNC(C)O)C=C(C1C=1C=C2C(=CN1)NN=C2C=2C=NN(C2)C)F